FC1=CC=C(C=C1)C1=NC=CC=C1NC1=CC=C(C=C1)C1=NN=CN1C 2-(4-fluoro-phenyl)-N-[4-(4-methyl-4H-1,2,4-triazol-3-yl)phenyl]pyridin-3-amine